2-{[2-(naphthalene-1-yl)ethyl]oxy}tetrahydrofuran nickel [Ni].C1(=CC=CC2=CC=CC=C12)CCOC1OCCC1